N-((2S)-1-(2-(3-amino-3-oxo-propyl)-2-(2-chloro-2-fluoroacetyl)hydrazino)-4-methyl-1-oxo-pentan-2-yl)-4-methoxy-1H-indole-2-carboxamide NC(CCN(NC([C@H](CC(C)C)NC(=O)C=1NC2=CC=CC(=C2C1)OC)=O)C(C(F)Cl)=O)=O